3-(2-oxa-7-azaspiro[4.4]nonan-7-yl)propanamide C1OCCC12CN(CC2)CCC(=O)N